NC1=NC=C(C(=O)NC2=NC=3C(=C(C=CC3C=3N2CCN3)OCCCN3CCOCC3)OC)C=C1Br 6-amino-5-bromo-N-[7-methoxy-8-(3-morpholin-4-ylpropoxy)-2,3-dihydroimidazo[1,2-c]quinazolin-5-yl]nicotinamide